2-amino-3-(1,3-benzothiazol-2-yl)propionic acid hydrochloride Cl.NC(C(=O)O)CC=1SC2=C(N1)C=CC=C2